COC(C1=C(SC=C1)CNCC[C@]1(CCOC2(CCCC2)C1)C1=NC=CC=C1)([2H])[2H] (R)-N-((3-(methoxymethyl-d2)thiophen-2-yl)methyl)-2-(9-(pyridin-2-yl)-6-oxaspiro[4.5]decan-9-yl)ethan-1-amine